9-methyladenine CN1C2=NC=NC(=C2N=C1)N